1,5-diisocyanato-3-oxapentane N(=C=O)CCOCCN=C=O